C(C)(C)(C)OC(=O)N1CC(C1)C=1C=NC2=C(N=CC=C2C1)NC=1C(=C(C=CC1)C1=C(C(=CC=C1)C=1OC2=C(N1)C=C(C=C2C#N)CN2C[C@@H](CC2)C(=O)O)C)C (R)-1-((2-(3'-(3-(1-(tert-butoxycarbonyl)azetidin-3-yl)-1,7-naphthyridin-8-ylamino)-2,2'-dimethylbiphenyl-3-yl)-7-cyanobenzo[d]oxazol-5-yl)methyl)pyrrolidine-3-carboxylic acid